5-(8-fluoroimidazo[1,2-a]pyridin-6-yl)-6-(4-fluorophenyl)tetrazolo[1,5-a]pyrazin-8-amine FC=1C=2N(C=C(C1)C1=C(N=C(C=3N1N=NN3)N)C3=CC=C(C=C3)F)C=CN2